(S)-2-amino-3-(3-bromophenyl)-N-methylpropionamide N[C@H](C(=O)NC)CC1=CC(=CC=C1)Br